p-nitrobenzyl chloride C1=CC(=CC=C1CCl)[N+](=O)[O-]